C(C)(C)(C)C1=C(N=C(C2=CC(=NC=C12)Cl)NC(C)(C)C)C#N Tert-butyl-1-(tert-butylamino)-7-chloro-2,6-naphthyridine-3-carbonitrile